(4-{4-[(2,2-difluoroethyl)amino]-1H-pyrazol-1-yl}-3-[(2,4-dimethoxybenzyl)sulfamoyl]phenyl)-2-(2-fluorophenyl)acetamide FC(CNC=1C=NN(C1)C1=C(C=C(C=C1)C(C(=O)N)C1=C(C=CC=C1)F)S(NCC1=C(C=C(C=C1)OC)OC)(=O)=O)F